(3-(2-((cis)-3-(trifluoromethyl)cyclobutanecarbonyl)hydrazinocarbonyl)bicyclo[1.1.1]Pent-1-yl)acetamide FC([C@H]1C[C@H](C1)C(=O)NNC(=O)C12CC(C1)(C2)CC(=O)N)(F)F